[3-[4-(3-tert-Butyl-5-methyl-pyrazol-1-yl)phenyl]azetidin-1-yl]-[(3S)-3-(1H-1,2,4-triazol-5-yl)pyrrolidin-1-yl]methanone C(C)(C)(C)C1=NN(C(=C1)C)C1=CC=C(C=C1)C1CN(C1)C(=O)N1C[C@H](CC1)C1=NC=NN1